cis-4'-[(3,5-dichloro-2-pyridyl)oxy]-2-oxo-spiro[1H-pyrrolo[3,2-b]pyridine-3,1'-cyclohexane]-5-carboxylic acid ClC=1C(=NC=C(C1)Cl)OC1CCC2(CC1)C(NC=1C2=NC(=CC1)C(=O)O)=O